C(C1=CC=CC=C1)N=C(C)C1=CC=CC=C1 N-benzyl-1-phenyl-ethanimine